C1(CC1)CNC=1SC(=CN1)C(=O)N 2-[(cyclopropylmethyl)amino]-1,3-thiazole-5-amide